ClC1=CC=C(C=C1)C=1N=C(N(C1C1=CC=NC=C1)CC(=O)OC(C)(C)C)C=1C=NN(C1)C tert-butyl 2-[4-(4-chlorophenyl)-2-(1-methyl-1H-pyrazol-4-yl)-5-(pyridin-4-yl)-1H-imidazol-1-yl]acetate